tert-butyl 4-(5-(2-bromo-4-(methoxycarbonyl)phenoxy)-4-cyclopropylpentyl)piperazine-1-carboxylate BrC1=C(OCC(CCCN2CCN(CC2)C(=O)OC(C)(C)C)C2CC2)C=CC(=C1)C(=O)OC